ClC1=CC(=C(C2=C1OC(O2)(C2CCC(CC2)NC2(COC2)C(F)(F)F)C)C)C(=O)NCC=2C(NC(=CC2SC)C)=O 7-chloro-2,4-dimethyl-N-((6-methyl-4-(methylthio)-2-oxo-1,2-dihydropyridin-3-yl)methyl)-2-(4-((3-(trifluoromethyl)oxetan-3-yl)amino)cyclohexyl)benzo[d][1,3]dioxole-5-carboxamide